C1(CCC1)C1=C(C=CC=C1F)C1=C(C=CC(=C1)CC(=O)NS(N(C)C)(=O)=O)O[C@H]1C[C@@H](CC1)NC([C@H]1N(CC(C1)(C)C)C)=O N-{(1R,3R)-3-[(2'-cyclobutyl-5-{2-[(dimethylsulfamoyl)amino]-2-oxoethyl}-3'-fluoro[1,1'-biphenyl]-2-yl)oxy]cyclopentyl}-1,4,4-trimethyl-L-prolinamide